oxysulfide lead zinc [Zn].[Pb].O=S